NC1=NC=CC(=C1)OC1=CC(=C(C=C1)NC(=O)NC=1N(N=C(C1)C(C)(C)C)C1=CC(=CC=C1)F)F 1-[4-(2-Amino-pyridin-4-yloxy)-2-fluoro-phenyl]-3-[5-tert-butyl-2-(3-fluoro-phenyl)-2H-pyrazol-3-yl]-urea